furyl chloride O1C(=CC=C1)Cl